C(C)(C)(C)OC(=O)NCCNC(=O)C=1NC2=CC=CC(=C2C1)C=1C=C(O[C@H]2C[C@H](N(C2)C(=O)C=2C=NN(C2)C2=CC=C(C=C2)F)C(=O)O)C=CC1 (2S,4S)-4-[3-[2-[2-(tert-butoxycarbonylamino)ethylcarbamoyl]-1H-indol-4-yl]phenoxy]-1-[1-(4-fluorophenyl)pyrazole-4-carbonyl]pyrrolidine-2-carboxylic acid